C1=COC(C2=CC=C3C(=C12)C=CC=C3)=O 3-benzochromen-4-one